BrC1=C(C=2C3=C(C(NC2C(=C1)F)(C)C)C=NN3C)C 8-bromo-6-fluoro-1,4,4,9-tetramethyl-4,5-dihydro-1H-pyrazolo[4,3-c]quinoline